METHYL 3-METHOXYPROPIONATE COCCC(=O)OC